FC(CN1CCN(CC1)C1=CC2=C(C[C@](O2)(C)CO)C=C1NC(=O)C=1C=NN2C1N=CC(=C2)C)F (R)-N-(6-(4-(2,2-Difluoroethyl)piperazin-1-yl)-2-(hydroxymethyl)-2-methyl-2,3-dihydrobenzofuran-5-yl)-6-methylpyrazolo[1,5-a]pyrimidine-3-carboxamide